6-(((2'S,3S,4'S,5'R)-5'-((4-carboxy-2-methoxyphenyl)carbamoyl)-5-chloro-4'-(2-chlorophenyl)-2'-neopentyl-spiro[indoline-3,3'-pyrrolidin]-1-YL)methyl)nicotinic acid C(=O)(O)C1=CC(=C(C=C1)NC(=O)[C@H]1[C@@H]([C@@]2([C@@H](N1)CC(C)(C)C)CN(C1=CC=C(C=C12)Cl)CC1=NC=C(C(=O)O)C=C1)C1=C(C=CC=C1)Cl)OC